CN1C(=NC(=C1)S(=O)(=O)NC1=CN=C(C2=CC(=C(C=C12)C(=O)N)OC(C)C)OC[C@H]1NC(C[C@H]1CC)=O)C 4-{[(1,2-dimethyl-1H-imidazol-4-yl)sulfonyl]amino}-1-{[(2s,3r)-3-ethyl-5-oxopyrrolidin-2-yl]methoxy}-7-(prop-2-yloxy)isoquinoline-6-carboxamide